tert-butyl 4-(2-{[(2R)-2-methyl-4-(3,4,5-trifluorophenyl)piperazine-1-carbonyl]amino}ethyl)piperidine-1-carboxylate C[C@H]1N(CCN(C1)C1=CC(=C(C(=C1)F)F)F)C(=O)NCCC1CCN(CC1)C(=O)OC(C)(C)C